4-amino-N-isopropyl-3-methoxybenzamide NC1=C(C=C(C(=O)NC(C)C)C=C1)OC